NC1=C2N=CN(C2=NC=N1)C[C@@H](C)OCP(OCCOCCCCCCCCCCCCC#C[Si](CC)(CC)CC)(O)=O 2-((14-(triethylsilyl)tetradec-13-yn-1-yl)oxy)ethyl hydrogen ((((R)-1-(6-amino-9H-purin-9-yl)propan-2-yl)oxy)methyl)phosphonate